OC[C@@H]1C[C@@H](CN1CCCC(F)(F)F)N1C(=NC=2C1=C1C(=NC2)NC=C1)CC |&1:2| (R)-1-(1-((3S,SR)-5-(hydroxymethyl)-1-(4,4,4-trifluorobutyl)pyrrolidin-3-yl)-1,6-dihydroimidazo[4,5-d]pyrrolo[2,3-b]pyridin-2-yl)ethan